3-(3',5'-di-t-butyl-4-hydroxyphenyl)propionylhexamethylenediamine C(C)(C)(C)C=1C=C(C=C(C1O)C(C)(C)C)CCC(=O)NCCCCCCN